C1(=CC=C(C=C1)C[C@H](C[C@H](C(=O)OCC)C)NC(CCC(=O)O)=O)C1=CC=CC=C1 ethyl (2R,4S)-5-(biphenyl-4-yl)-4-[(3-carboxypropionyl) amino]-2-methylpentanoate